ClC1=C(NF)C=CC=C1 2-chloroanilinofluoran